2-(3,5-difluoro-4-hydroxyanilino)-5,7-dimethyl-8-(3-methylbutyl)-7H-pteridin-6-one FC=1C=C(NC2=NC=3N(C(C(N(C3C=N2)C)=O)C)CCC(C)C)C=C(C1O)F